C(C)OC1=CC=C(C=C1)C1=CC=C(C=C1)O 4-ethoxy-4'-hydroxybiphenyl